4-(3-bromophenoxy)-1-(tert-butyl)-1H-pyrazole-5-carboxylic acid methyl ester COC(=O)C1=C(C=NN1C(C)(C)C)OC1=CC(=CC=C1)Br